(R)-1-(5,5-difluoro-6-methyl-2,7-diazaspiro[3.5]nonan-2-yl)prop-2-en-1-one FC1(C2(CN(C2)C(C=C)=O)CCN[C@@H]1C)F